N-(1'-(2-(3-cyano-3-ethylazetidin-1-yl)-6-methylpyrimidin-4-yl)-1',2'-dihydrospiro[cyclopropane-1,3'-pyrrolo[3,2-c]pyridin]-6'-yl)acetamide C(#N)C1(CN(C1)C1=NC(=CC(=N1)N1CC2(C=3C=NC(=CC31)NC(C)=O)CC2)C)CC